C(C)(C)(C)OC(=O)N1CCC(CC1)C=1N=CC2=C(N1)C=CN2COCC[Si](C)(C)C 4-(5-((2-(trimethylsilyl)ethoxy)methyl)-5H-pyrrolo[3,2-d]pyrimidin-2-yl)piperidine-1-carboxylic acid tert-butyl ester